4,8-di-sec-butyl-6-(1-sec-butyl-1-hydroxy-2-methylbutyl)-3,9-dimethyl-undecane-4,8-diol C(C)(CC)C(C(CC)C)(CC(CC(C(CC)C)(O)C(C)CC)C(C(CC)C)(O)C(C)CC)O